ClC1=CC(=C(COC2=CC=CC(=N2)N2[C@@H]3[C@H](N(CC2)C(=O)OC(C)(C)C)COC3)C=C1)F |r| rac-tert-Butyl (4aR,7aS)-4-(6-((4-chloro-2-fluorobenzyl)oxy)pyridin-2-yl)hexahydrofuro[3,4-b]pyrazine-1(2H)carboxylate